ClC=1C=C(C(=NC1)NC(=O)C12CC(C1)(C2)F)C(=O)N[C@H](C(C(=O)NC)=O)C[C@H]2C(N[C@@H](C2)C)=O 5-chloro-2-[(3-fluorobicyclo[1.1.1]pentane-1-carbonyl)amino]-N-[(1S)-3-(methylamino)-1-[[(3S,5R)-5-methyl-2-oxo-pyrrolidin-3-yl]methyl]-2,3-dioxo-propyl]pyridine-3-carboxamide